F[C@@H]1[C@H](C[C@@H](CC1)O)N1C(C(=CC2=C1N=C(N=C2)NC2CCN(CC2)S(=O)(=O)C)C([2H])([2H])[2H])=O (-)-8-((1S,2S,5R)-2-fluoro-5-hydroxycyclohexyl)-6-(methyl-d3)-2-((1-(methylsulfonyl)piperidin-4-yl)-amino)pyrido[2,3-d]pyrimidin-7(8H)-one